CC1(OC2=CC=C(C=C2CC1)C(=O)O)C 2,2-dimethylchroman-6-carboxylic acid